5-bromo-[1,2,4]triazolo[1,5-a]pyridine BrC1=CC=CC=2N1N=CN2